N-(3,3-Difluorocyclobutyl)-5-(4-((7-ethyl-6-oxo-5,6-dihydro-1,5-naphthyridin-3-yl)methyl)piperazin-1-yl)pyridinecarboxamide FC1(CC(C1)NC(=O)C1=NC=C(C=C1)N1CCN(CC1)CC=1C=NC=2C=C(C(NC2C1)=O)CC)F